ClP(C)Cl Dichloro(methyl)phosphane